isobutyl-bis(3-hydroxypropyl)phosphine oxide C(C(C)C)P(CCCO)(CCCO)=O